(benzo[d][1,3]dioxin-5-yl)-3-(3,4,5-trimethoxyphenyl)-2H-azepine O1COCC2=C1C=CC=C2C2N=CC=CC=C2C2=CC(=C(C(=C2)OC)OC)OC